methyl 3-(9-((4-(aminomethyl)-2,6-dimethylphenyl)carbamoyl)-4,5-dihydrobenzo[b]thieno[2,3-d]oxepin-8-yl)-6-((1-methylcyclobutyl)carbamoyl)picolinate NCC1=CC(=C(C(=C1)C)NC(=O)C1=CC2=C(OCCC3=C2SC=C3)C=C1C=1C(=NC(=CC1)C(NC1(CCC1)C)=O)C(=O)OC)C